N[C@H](C)C1=CC(=CC=2C(N3C(=NC12)C(CC3)=CC3CCOCC3)=O)F (R)-5-(1-aminoethyl)-7-fluoro-3-((tetrahydro-2H-pyran-4-yl)methylene)-2,3-dihydropyrrolo[2,1-b]quinazolin-9(1H)-one